OC(CCC)C1C(OC2=C1C=CC=C2)=O 3-(1-hydroxybutyl)benzofuranone